COC(C(C(=O)OC)=O)=O ketomalonic acid dimethyl ester